4-carboxy-2,2,6,6-tetramethylpiperidin C(=O)(O)C1CC(NC(C1)(C)C)(C)C